4-amino-N-(thiazol-2-yl)benzenesulfonamide NC1=CC=C(C=C1)S(=O)(=O)NC=1SC=CN1